(4-{3-[(1r,3R,5S,7r)-3,5-dimethyladamantan-1-yl]ureido}benzoyl)-N,N-dimethylpiperidine-4-carboxamide C[C@]12CC3(CC(C[C@@](C1)(C3)C)C2)NC(NC2=CC=C(C(=O)N3CCC(CC3)C(=O)N(C)C)C=C2)=O